5-chloro-3-((2,3-dichloro-phenylimino)meth-yl)-2-(isobutyryloxy)phenyl nicotinate C(C1=CN=CC=C1)(=O)OC1=C(C(=CC(=C1)Cl)C=NC1=C(C(=CC=C1)Cl)Cl)OC(C(C)C)=O